4-(tert-Butoxycarbonylamino)cyclohexanecarboxylic acid C(C)(C)(C)OC(=O)NC1CCC(CC1)C(=O)O